[Pb](Cl)F lead fluoride chloride